2-bromo-1-(3-methoxyphenyl)ethane-1-one (8-(heptadecan-9-yloxy)-8-oxooctyl)(3-((2-((2-hydroxyethyl)amino)-3,4-dioxocyclobut-1-en-1-yl)amino)propyl)aminooctanoate CCCCCCCCC(CCCCCCCC)OC(CCCCCCCC(C(=O)O)(CCCCCC)NCCCNC1=C(C(C1=O)=O)NCCO)=O.BrCC(=O)C1=CC(=CC=C1)OC